2-(1-methyl-7-oxo-3-((6-(trifluoromethyl)pyridin-3-yl)amino)-1,7-dihydro-6H-pyrazolo[4,3-d]pyrimidin-6-yl)acetamide CN1N=C(C=2N=CN(C(C21)=O)CC(=O)N)NC=2C=NC(=CC2)C(F)(F)F